2-{[4-(4-methylpiperazin-1-yl)phenyl]amino}-6-phenylimidazo[1,2-a]pyrimido[5,4-e]pyrimidin-5(6H)-one CN1CCN(CC1)C1=CC=C(C=C1)NC=1N=CC=2C(N(C=3N(C2N1)C=CN3)C3=CC=CC=C3)=O